ethyl 2-[(9R)-6,9-dimethyl-7-oxo-1,6,8,17-tetraazatricyclo[8.5.2.013,16]heptadec-10(17),11,13(16),14-tetraen-15-yl]-5-methoxy-3-methyl-imidazo[1,2-a]pyridine-7-carboxylate CN1CCCCN2C(=CC=3C=CC([C@H](NC1=O)C)=NC23)C=2N=C3N(C(=CC(=C3)C(=O)OCC)OC)C2C